2-amino-6-fluoro-benzo[b]thiophene-3-carbonitrile NC1=C(C2=C(S1)C=C(C=C2)F)C#N